(3aR,10aR)-7-methyl-2-(3-methyl-1,2,4-oxadiazol-5-yl)-N-(3,4,5-trifluorophenyl)-2,3,3a,4,10,10a-hexahydro-1H,7H-dipyrrolo[3,4-b:3',4'-f][1,4,5]oxathiazocine-8-carboxamide 5,5-dioxide CN1C(=C2OC[C@H]3[C@@H](NS(C2=C1)(=O)=O)CN(C3)C3=NC(=NO3)C)C(=O)NC3=CC(=C(C(=C3)F)F)F